1-(2-(2,2-difluoroethoxy)-5-fluoropyridin-4-yl)-6-fluoro-3-isopropyl-N-(4-methyl-1,1-dioxidotetrahydro-2H-thiopyran-4-yl)-2-oxo-2,3-dihydro-1H-benzo[d]imidazole-5-carboxamide FC(COC1=NC=C(C(=C1)N1C(N(C2=C1C=C(C(=C2)C(=O)NC2(CCS(CC2)(=O)=O)C)F)C(C)C)=O)F)F